2,3-dihydropyridazin-4-carboxylic acid amide N=1NCC(=CC1)C(=O)N